methyl (4R)-1-{(2E)-3-[4-(2,6-dimethoxyphenyl)-5-(5-methylfuran-2-yl)-4H-1,2,4-triazol-3-yl]prop-2-enoyl}-4-hydroxyL-prolinate COC1=C(C(=CC=C1)OC)N1C(=NN=C1C=1OC(=CC1)C)/C=C/C(=O)N1[C@@H](C[C@H](C1)O)C(=O)OC